(3-methoxycyclopentyl)methanone COC1CC(CC1)C=O